N-[(6-Amino-2-pyridyl)sulfonyl]-6-(2-cyclopropylethyl)-2-[(4S)-2,2,4-trimethylpyrrolidin-1-yl]pyridin-3-carboxamid NC1=CC=CC(=N1)S(=O)(=O)NC(=O)C=1C(=NC(=CC1)CCC1CC1)N1C(C[C@@H](C1)C)(C)C